C1(CC1)[C@H](C)NC(=O)C1=CC(=NN1C)C=1C=C(C=CC1)C=1OC(=CN1)C(=O)NC(CC)CC (S)-2-(3-(5-((1-cyclopropylethyl)carbamoyl)-1-methyl-1H-pyrazol-3-yl)phenyl)-N-(pentan-3-yl)oxazole-5-carboxamide